6-methoxy-2,3-dihydro-4(1H)-quinolinone COC=1C=C2C(CCNC2=CC1)=O